ClC1=CC=C(C=C1)C1=C(C(=CC=2N=C(SC21)C=2C=C1C(=NN(C1=CC2)C)N2CCN(CC2)C)C)[C@@H](C(=O)OCC)OC2CC2 ethyl (S)-2-(7-(4-chlorophenyl)-5-methyl-2-(1-methyl-3-(4-methylpiperazin-1-yl)-1H-indazol-5-yl)benzo[d]thiazol-6-yl)-2-cyclopropoxyacetate